2-(3-(2-(1-{[3,5-bis(difluoromethyl)-1H-pyrazol-1-yl]acetyl}piperidin-4-yl)-1,3-thiazol-4-yl)-4,5-dihydro-1,2-oxazol-5-yl)-3-chlorophenyl-methanesulfonate FC(C1=NN(C(=C1)C(F)F)CC(=O)N1CCC(CC1)C=1SC=C(N1)C1=NOC(C1)C1=C(C=CC=C1Cl)CS(=O)(=O)[O-])F